2,4-dimethyl-cyclobutanol CC1C(C(C1)C)O